azetidine-1-yl{8-[(2,6-dimethylbenzyl)amino]-2,3-dimethylimidazo[1,2-a]pyridin-6-yl}methanone citrate C(CC(O)(C(=O)O)CC(=O)O)(=O)O.N1(CCC1)C(=O)C=1C=C(C=2N(C1)C(=C(N2)C)C)NCC2=C(C=CC=C2C)C